CN1CCN(CC1)CCN1C(C(C2=CC=CC=C12)=O)=O 1-(2-(4-methylpiperazino)ethyl)indoline-2,3-dione